3-(5-((4-((2-(4-bromophenyl)cyclohept-1-en-1-yl)methyl)piperazin-1-yl)methyl)-1-oxoisoindolin-2-yl)piperidine-2,6-dione BrC1=CC=C(C=C1)C1=C(CCCCC1)CN1CCN(CC1)CC=1C=C2CN(C(C2=CC1)=O)C1C(NC(CC1)=O)=O